6-((1-methyl-3-(Trifluoromethyl)-1H-pyrazol-5-yl)sulfonyl)-2-(tetrahydro-2H-pyran-4-yl)-2,6-diazaspiro[3.4]octane CN1N=C(C=C1S(=O)(=O)N1CC2(CN(C2)C2CCOCC2)CC1)C(F)(F)F